(2,3,5,6-tetrafluoro-4-formylphenyl)-phosphoric acid FC1=C(C(=C(C(=C1F)C=O)F)F)OP(O)(O)=O